2-(2-((5-(1-amino-4-methoxyisoquinolin-7-yl)-1-isopropyl-1H-indazol-3-yl)methoxy)phenyl)acetic acid NC1=NC=C(C2=CC=C(C=C12)C=1C=C2C(=NN(C2=CC1)C(C)C)COC1=C(C=CC=C1)CC(=O)O)OC